N-(4-bromo-2,6-difluorophenyl)acetamide BrC1=CC(=C(C(=C1)F)NC(C)=O)F